ClC1=CC(=C(C=C1)C=1C=CC(=NC1)C1CN(C1)C(=O)N1C[C@@H](CC1)O)S(=O)(=O)C [3-[5-(4-Chloro-2-methylsulfonyl-phenyl)-2-pyridyl]azetidin-1-yl]-[(3R)-3-hydroxypyrrolidin-1-yl]methanone